CC[C@H](C)[C@@H](C(=O)O)NC(=O)CNC(=O)CN The molecule is a tripeptide composed of glycine, glycine and L-isoleucine residues joined in sequence. It has a role as a metabolite. It is a tautomer of a Gly-Gly-Ile zwitterion.